tert-butyl 4-(4-(4-chloro-6-(4-methoxyphenyl)pyridin-2-yl)phenyl)piperazine-1-carboxylate ClC1=CC(=NC(=C1)C1=CC=C(C=C1)OC)C1=CC=C(C=C1)N1CCN(CC1)C(=O)OC(C)(C)C